NC=1N=NC(=CC1OCCC1=CC=C(C=C1)C(=O)N1CCC(CC1)OC1CCNCC1)C1=C(C=CC=C1)O (4-(2-((3-amino-6-(2-hydroxyphenyl)pyridazin-4-yl)oxy)ethyl)phenyl)(4-(piperidin-4-yloxy)piperidin-1-yl)methanone